N1C(=CN=CC1)C(=O)N 1,6-dihydropyrazine-2-carboxamide